C(C)(C)(C)OOC1(CCCCC1)OOC(C)(C)C di(t-butylperoxy)-cyclohexane